methyl 1-(4-(((1,1,1,3,3,3-hexafluoro-2-(trifluoromethyl)propan-2-yl)oxy)methyl)piperidine-1-carbonyl)cyclopropane-1-carboxylate FC(C(C(F)(F)F)(C(F)(F)F)OCC1CCN(CC1)C(=O)C1(CC1)C(=O)OC)(F)F